3-ethyl-4,5-difluorophenol C(C)C=1C=C(C=C(C1F)F)O